C(C)(C)(C)C1=C(C2=C(S1)C=CC=C2)S 2-t-butylbenzo[b]thiophene-3-thiol